Silanol [SiH3]O